N-(bis(4H-benzo[d][1,3]dioxin-6-yl)methyl)-N-methylpiperidin-4-amine O1COCC2=C1C=CC(=C2)C(N(C2CCNCC2)C)C2=CC1=C(OCOC1)C=C2